octyl-3-[3-tert-butyl-4-hydroxy-5-(5-chloro-2H-benzotriazol-2-yl)phenyl]propionate C(CCCCCCC)OC(CCC1=CC(=C(C(=C1)N1N=C2C(=N1)C=CC(=C2)Cl)O)C(C)(C)C)=O